4-ETHOXYCARBONYL-4-[6-(2-METHOXYANILINO)PYRAZIN-2-YL]HEXANOIC ACID C(C)OC(=O)C(CCC(=O)O)(CC)C1=NC(=CN=C1)NC1=C(C=CC=C1)OC